O=C1NC(CCC1N1C(C2=CC=CC(=C2C1=O)OCCCCCO)=O)=O 2-(2,6-dioxo-3-piperidyl)-4-(5-hydroxypentoxy)isoindoline-1,3-dione